Cl.FC(OC1=NC(=CC=C1N)C)F 2-(difluoromethoxy)-6-methylpyridin-3-amine hydrochloride